C1(CC1)C1=C(C(=NO1)C1=C(C=CC=C1)OC(F)(F)F)COC1C[C@H]2CC[C@@H](C1)N2C2=CC=C(C#N)C=C2 4-((1R,3R,5S)-3-((5-cyclopropyl-3-(2-(trifluoromethoxy)phenyl)isoxazol-4-yl)methoxy)-8-azabicyclo[3.2.1]octan-8-yl)benzonitrile